[N+](=O)([O-])C1=CC=C(C=N1)N1CCC(CC1)OCC=O (1-(6-nitropyridin-3-yl)piperidin-4-yloxy)acetaldehyde